dichlorobenzyl-acetone Tin silicon [Si].[Sn].ClC(C(C)=O)(CC1=CC=CC=C1)Cl